Boc-aminothiazoleN C(=O)(OC(C)(C)C)C1C(=NSC1)N